FC(C1=NN(C=C1NC(=O)C=1C=NN2C1N=CC=C2)C2CCC(CC2)C=O)F N-[3-(difluoromethyl)-1-(4-formylcyclohexyl)pyrazol-4-yl]pyrazolo[1,5-a]pyrimidine-3-carboxamide